FC1=C(C(=C(C(=C1F)F)F)F)[B-](C1=C(C(=C(C(=C1F)F)F)F)F)(C1=C(C(=C(C(=C1F)F)F)F)F)C1=C(C(=C(C(=C1F)F)F)F)F.C(CCCCCCCCCCC)[NH+](CCCCCCCCCCCC)C1=C(C=CC=C1)C N,N-di(dodecyl)tolylammonium [tetrakis(perfluorophenyl)borate]